succinimidyl-3-(bromoacetamido)propionate C1CC(=O)N(C1=O)OC(=O)CCNC(=O)CBr